FC(F)(F)C1=C(C=CC=C1)C1=NNC=C1.FC(F)(F)C1=C(C=CC=C1)C1=NNC=C1.FC(F)(F)C1=C(C=CC=C1)C1=NNC=C1.[Ir+3] Iridium(III) Tris{[(trifluoromethyl)phenyl]pyrazole}